C(C)(C)(C)OC(=O)N1CCN(CC1)C1=CC=C2C(=N1)N(C=N2)CC2=CC=CC=C2 4-(3-benzyl-3H-imidazo[4,5-b]pyridin-5-yl)piperazine-1-carboxylic acid tert-butyl ester